ClC=1C(=NC=C(C1)C1=CC=C(C=C1)N1C[C@H](OCC1)C(C)C)N (R)-3-chloro-5-(4-(2-isopropylmorpholino)phenyl)pyridin-2-amine